BrC1=CC(=C(C=C1)S(=O)(=O)NC)C 4-bromo-2,N-dimethylbenzenesulfonamide